C(C)(=O)[O-].C(CC)[NH+]1C(=CC=C1)CC 1-Propyl-2-ethylpyrrolium acetat